BrCC1=C(C=C(C(=C1)C)Cl)F 1-(bromomethyl)-4-chloro-2-fluoro-5-methyl-benzene